(R)-2-(2,6-dimethyl-4-(pyrrolidin-2-yl)phenyl)-N-(3-(4-fluoropiperidin-1-yl)propyl)benzo[d]imidazo[2,1-b]thiazole-7-carboxamide CC1=C(C(=CC(=C1)[C@@H]1NCCC1)C)C=1N=C2SC3=C(N2C1)C=CC(=C3)C(=O)NCCCN3CCC(CC3)F